C(#N)C1=C(CN(S(=O)(=O)C2=C(C(=C(C(=C2)F)F)F)F)CC(=O)N(CC2=CC(=CC(=C2)C2CC2)C2CC2)C2=C(C=C(C(=O)O)C=C2)OCC)C=CC=C1 4-(2-(N-(2-cyanobenzyl)-2,3,4,5-tetrafluorophenylsulfonamido)-N-(3,5-dicyclopropylbenzyl)acetamido)-3-ethoxybenzoic acid